5-(2-(((1s,4s)-4-(dimethylamino)cyclohexyl)amino-8-ethylquinazolin-6-yl)-6-methoxypyridin-2-yl)benzenesulfonamide CN(C1CCC(CC1)NC1=NC2=C(C=C(C=C2C=N1)C1(NC(=CC=C1)OC)C=1C=CC=C(C1)S(=O)(=O)N)CC)C